(S)-2'-oxo-1',2',6,7-tetrahydro-4H-spiro[benzofuran-5,3'-pyrrolo[2,3-b]pyridine] O=C1[C@@]2(C=3C(=NC=CC3)N1)CCC1=C(C=CO1)C2